S(C)(=O)(=O)O.CP(C)=O Dimethylphosphine oxide mesylate